(3aS,4R,6aR)-4-Methylhexahydropyrrolo[3,4-b]pyrrole-5(1H)-carboxylic acid tert-butyl ester C(C)(C)(C)OC(=O)N1C[C@@H]2NCC[C@@H]2[C@H]1C